C(C)N1N=CC(=C1)C=1C=C(C2=C(N(N=C2C1)C)C=1C=C2C(CNC(C2=C(C1)OC)=O)(C)C)C#N 6-(1-ethylpyrazol-4-yl)-3-(8-methoxy-4,4-dimethyl-1-oxo-2,3-dihydroisoquinolin-6-yl)-2-methylindazole-4-carbonitrile